5-[1-(2,2-dimethylpropyl)-1H-pyrazol-4-yl]-6-(3-methyl[1,2,4]triazolo[4,3-a]pyridin-7-yl)pyridine-2-carbonitrile CC(CN1N=CC(=C1)C=1C=CC(=NC1C1=CC=2N(C=C1)C(=NN2)C)C#N)(C)C